C(C)(C)(C)C1=CC=C(C=C1)[S@](=NC(C1=CC=C(C=C1)C)=O)C1=C(C(=CC=C1)C)C1=C(C=CC=C1C)I N-((S)-(4-(tert-butyl)phenyl)((R)-2'-iodo-6,6'-dimethyl-[1,1'-biphenyl]-2-yl)-λ4-sulfaneylidene)-4-methylbenzamide